C1(CC1)C=1C=C(C(=C(C1)[C@H](C(=O)O)N1C[C@@H](CC1)OCCCCCC1=NC=2NCCCC2C(=C1)OC)OC)F (R)-2-(5-cyclopropyl-3-fluoro-2-methoxyphenyl)-2-((R)-3-((5-(4-methoxy-5,6,7,8-tetrahydro-1,8-naphthyridin-2-yl)pentyl)oxy)pyrrolidin-1-yl)acetic acid